[1-[(4-ethynylphenyl)methyl]-4-piperidinyl]methanol hydrochloride Cl.C(#C)C1=CC=C(C=C1)CN1CCC(CC1)CO